racemic-3-(2-amino-[1,2,4]triazolo[1,5-a]pyridin-7-yl)-2-fluoro-6-methyl-N-(4,4,4-trifluoro-3-phenylbutyl)benzamide NC1=NN2C(C=C(C=C2)C=2C(=C(C(=O)NCC[C@@H](C(F)(F)F)C3=CC=CC=C3)C(=CC2)C)F)=N1 |r|